(R)-8-(4-Isopropylbenzyl)-9-oxooctahydro-2H-pyrazino[1,2-a]pyrazin C(C)(C)C1=CC=C(CN2C([C@@H]3N(CCNC3)CC2)=O)C=C1